1,N4-bis(2-(trifluoromethyl)imidazo[1,2-a]pyridin-5-yl)cyclohexane-1,4-diamine FC(C=1N=C2N(C(=CC=C2)C2(CCC(CC2)NC2=CC=CC=3N2C=C(N3)C(F)(F)F)N)C1)(F)F